2,9-dimethyl-1,10-phenanthroline-5,6-dione CC1=NC=2C3=NC(=CC=C3C(C(C2C=C1)=O)=O)C